tert-Butyl 4-(2-((tert-butyldimethylsilyl)oxy) ethyl)octahydro-1H-pyrrolo[3,2-b]pyridine-1-carboxylate [Si](C)(C)(C(C)(C)C)OCCN1C2C(CCC1)N(CC2)C(=O)OC(C)(C)C